COC(C1=CC=C(C=C1)S(=O)(C)=N)OC (4-(dimethoxymethyl)phenyl)(imino)(methyl)-λ6-sulfanone